Di-octylmalat C(CCCCCCC)OC(C(O)CC(=O)OCCCCCCCC)=O